[N+](=O)([O-])[O-].[Zn+3].[N+](=O)([O-])[O-].[N+](=O)([O-])[O-] zinc(III) nitrate